ethyl (Z)-(2-(2-(4-((5-(tert-butyl)-6-oxo-1,6-dihydropyridazin-3-yl)oxy)-3,5-dichlorophenyl)hydrazineylidene)-2-cyanoacetyl)carbamate C(C)(C)(C)C1=CC(=NNC1=O)OC1=C(C=C(C=C1Cl)N\N=C(/C(=O)NC(OCC)=O)\C#N)Cl